C(C)(=O)OCCCCC=CC=C 5,7-octadienyl acetate